C(C)(C)(C)OC(NC=1CN(C(CC1)CO)CC1=CC=CC=C1)=O (1-benzyl-6-(hydroxymethyl)-1,2,5,6-tetrahydropyridin-3-yl)carbamic acid tert-butyl ester